C(C)(C)(C)OC1=NC(=NN2C1=NC=C2C(O)C2=C(C=CC=C2F)Cl)OC[C@H]2N(CCC2)C (4-(tert-butoxy)-2-(((S)-1-methylpyrrolidin-2-yl)methoxy)imidazo[2,1-f][1,2,4]triazin-7-yl)(2-chloro-6-fluorophenyl)methanol